CC1=CC=CC(=N1)C=1N=C2N(CCN2)C1C=1C=C(C=CC1)C 6-(6-methylpyridin-2-yl)-5-(m-tolyl)-2,3-dihydro-1H-imidazo[1,2-a]imidazole